6-(2,6-difluorophenyl)-5-fluoropyridine-2-carboxamide phosphate P(=O)(O)(O)O.FC1=C(C(=CC=C1)F)C1=C(C=CC(=N1)C(=O)N)F